(R)- or (S)-nicotine N1=CC=CC(=C1)[C@@H]1N(C)CCC1 |o1:6|